FC1=C(C=C(C=C1C)N1N=C2C(CN(CC2)C(=O)OC(C)(C)C)=C1N1C(NC=C1)=O)C tert-butyl 2-(4-fluoro-3,5-dimethylphenyl)-3-(2-oxo-2,3-dihydro-1H-imidazol-1-yl)-2,4,6,7-tetrahydro-5H-pyrazolo[4,3-c]pyridine-5-carboxylate